FC1=C(C=CC=C1)C1N(C=2N(C=N1)N=CC2)C2=CC(=C(C=C2)N2CCOCC2)OC 2-(2-fluorophenyl)-N-(3-methoxy-4-morpholinophenyl)pyrazolo[1,5-a][1,3,5]triazin